OCC12CCC(C1)(C2)NC(OC(C)(C)C)=O tert-butyl (4-(hydroxymethyl)bicyclo[2.1.1]hexan-1-yl)carbamate